3-aminopropyl-phosphonic acid NCCCP(O)(O)=O